5-(3-(6-((4-(2-(2,6-Dioxopiperidin-3-yl)-1-oxoisoindolin-4-yl)but-3-yn-1-yl)carbamoyl)pyridin-3-yl)isoquinolin-8-yl)-N-methyl-7-(4-methylpiperazin-1-yl)-1H-indole-3-carboxamide O=C1NC(CCC1N1C(C2=CC=CC(=C2C1)C#CCCNC(=O)C1=CC=C(C=N1)C=1N=CC2=C(C=CC=C2C1)C=1C=C2C(=CNC2=C(C1)N1CCN(CC1)C)C(=O)NC)=O)=O